ClC=1C(=CC2=CN(N=C2C1)C)\N=C\1/NC(N(C(N1CC1=C(C=C(C(=C1)F)F)F)=O)CC1=CN=NN1C(\C=C\C1=CC(=C(C=C1)Cl)Cl)=O)=O (E)-6-((6-chloro-2-methyl-2H-indazol-5-yl)imino)-3-((1-((E)-3-(3,4-dichlorophenyl)acryloyl)-1H-1,2,3-triazol-5-yl)methyl)-1-(2,4,5-trifluorobenzyl)-1,3,5-triazine-2,4-dione